O1CCN(CC1)C[Si](OCC)(OCC)OCC (2,3,5,6-tetrahydro-1,4-oxazine-4-yl)methyltriethoxysilane